C[C@@H]1CN(C[C@@H](O1)C)C1=NN=C(C2=CC=CC(=C12)C)C1=C(C=C(C=C1)C(F)(F)F)O 2-(4-((cis)-2,6-dimethylmorpholinyl)-5-methylphthalazin-1-yl)-5-(trifluoromethyl)phenol